NC1=NC=2C(=CC=CC2C=2N1C=C(N2)C(=O)N2CCC1(CCCN(C1)CCC)CC2)F (5-amino-7-fluoroimidazo[1,2-c]quinazolin-2-yl)(2-propyl-2,9-diazaspiro[5.5]undecan-9-yl)methanone